C1=C[C@@H]([C@H]([C@@H]1N2C=NC3=C(N=CN=C32)N)O)O (1'R,2'S)-9-(2-Hydroxy-3'-keto-cyclopenten-1-yl)adenine